C(C=C)(=O)NC(CCN(CCC(=O)NC(CS(=O)(=O)O)(C)C)C)C 2-(3-((2-acrylamidopropyl)dimethylamino)propanamido)-2-methylpropane-1-sulfonic acid